OC1=C(C=C(C=C1C(C)(C)CC)CC(C)C)N1N=C2C(=N1)C=CC(=C2)Cl 2-(2'-hydroxy-3'-t-amyl-5'-isobutylphenyl)-5-chlorobenzotriazole